(S)-N-(2,2-difluoro-[1,3]dioxolo[4',5':4,5]benzo[1,2-d]thiazol-6-yl)-2-((S)-2-(6-oxo-1,6-dihydropyridin-3-yl)morpholino)propanamide FC1(OC=2C(=CC3=C(N=C(S3)NC([C@H](C)N3C[C@@H](OCC3)C3=CNC(C=C3)=O)=O)C2)O1)F